5-(2-hydroxy-prop-2-yl)thiophene-2-sulfonamide OC(C)(C)C1=CC=C(S1)S(=O)(=O)N